C1(=CC=CC=2C(=CC(=CC12)C(=O)O)C(=O)O)C(=O)O 1,5,7-naphthalenetricarboxylic acid